C(=O)C=1C2=C(SC1C(=O)OC)C=C(C(=C2)OC)OC Methyl 3-formyl-5,6-dimethoxybenzo[b]thiophene-2-carboxylate